OC1([C@H](CC(CC1)C(=C)C)[N+](C)(C)C)C (1S,4R)-(2-hydroxy-5-(1-methylvinyl)-2-methylcyclohexyl)-trimethylammonium